5-(4-(dimethylcarbamoyl)phenyl)-1-methyl-N-(3-methyl-4-(methylcarbamoyl)benzyl)-1H-indazole-3-carboxamide CN(C(=O)C1=CC=C(C=C1)C=1C=C2C(=NN(C2=CC1)C)C(=O)NCC1=CC(=C(C=C1)C(NC)=O)C)C